C(COCCOCCOCCOCCOCCOCC)OP(=O)(OCCOCCOCCOCCOCCOCCOCC)CC(C(=O)OC)CCC(=O)OC Dimethyl 2-((bis((3,6,9,12,15,18-hexaoxaicosyl)oxy)phosphoryl)methyl)pentanedioate